1-[[(2S)-oxetan-2-yl]methyl]thieno[2,3-d]imidazole-5-carboxylic acid O1[C@@H](CC1)CN1C=NC2=C1C=C(S2)C(=O)O